CC(CC/C=C(/C)\\CC/C=C(\\C)/CC/C=C(\\C)/CCC=C(C)C)CCOP(=O)(O)OC1[C@H]([C@H]([C@@H]([C@H](O1)CO)O)O)O The molecule is a polyprenyl glycosyl phosphate having dolichyl as the polyprenyl component and D-mannose as the glycosyl component. It has a role as a human metabolite, a Saccharomyces cerevisiae metabolite and a mouse metabolite. It is a dolichol phosphate and a polyprenyl glycosyl phosphate. It is a conjugate acid of a dolichyl D-mannosyl phosphate(1-).